Cl.NC(CO)C1=CC=C(C=C1)O 4-(1-amino-2-hydroxyethyl)phenol hydrochloride